P(=O)(OCCCC)(OCCCC)OCCCC triButyl phosphate